NC1=C(C=CC=2N(S(CC21)(=O)=O)CC2=CC=C(C=C2)OC)C 4-Amino-1-(4-methoxybenzyl)-5-methyl-1,3-dihydrobenzo[C]isothiazole 2,2-dioxide